4-(1-(2-chloro-4-((((1s,4s)-4-(hydroxymethyl)cyclohexyl)amino)methyl)phenyl)-1H-pyrazol-4-yl)-2-((1-(methylsulfonyl)piperidin-4-yl)amino)pyrimidine-5-carbonitrile ClC1=C(C=CC(=C1)CNC1CCC(CC1)CO)N1N=CC(=C1)C1=NC(=NC=C1C#N)NC1CCN(CC1)S(=O)(=O)C